BrC1=C(C=C2N=CC=3N(C(N4C(COC1=C2C34)C3=NC=CC=C3)=O)C)OC 7-bromo-6-methoxy-2-methyl-10-(pyridin-2-yl)-9,10-dihydro-8-oxa-2,4,10a-triazanaphtho[2,1,8-cde]azulen-1(2H)-one